ClC1=CC=C(C(=O)C=2C=C(OC(C(=O)OCC3=CC=C(C=C3)C)(C)C)C=CC2)C=C1 4-methylbenzyl 2-(3-(4-chlorobenzoyl) phenoxy)-2-methylpropionate